CC1(CN(CCC1C(=O)OC)C(=O)OC(C)(C)C)C O1-tert-butyl O4-methyl 3,3-dimethylpiperidine-1,4-dicarboxylate